aspartyl-N-ethylaniline N[C@@H](CC(=O)O)C(=O)N(C1=CC=CC=C1)CC